2-(4-(4-chlorophenyl)-1H-1,2,3-triazol-1-yl)-N-(2-hydroxy-4-methylphenyl)acetamide ClC1=CC=C(C=C1)C=1N=NN(C1)CC(=O)NC1=C(C=C(C=C1)C)O